The molecule is 2,2(1)-Dihydrobenzo[b]porphyrin-13,17-dipropanoic acid substituted by carboxy groups at positions 2(1) and 2(2), an ethenyl group at position 8, and methyl groups at positions 2, 7, 12 and 18 (the 2R,2(1)S-enantiomer). It is a tetracarboxylic acid and a beta-substituted porphyrin. It is an enantiomer of a (2S,2(1)R)-2(1),2(2)-dicarboxy-8-ethenyl-2,7,12,18-tetramethyl-2,2(1)-dihydrobenzo[b]porphyrin-13,17-dipropanoic acid. CC1=C(C2=CC3=NC(=CC4=C(C(=C(N4)C=C5[C@@]6([C@@H](C(=CC=C6C(=N5)C=C1N2)C(=O)O)C(=O)O)C)C)CCC(=O)O)C(=C3C)CCC(=O)O)C=C